N-(5-chloro-1,3,4-thiadiazol-2-yl)-2-((1-cyclohexyl-4-oxo-4,5-dihydro-1H-pyrazolo[3,4-d]pyrimidin-6-yl)thio)acetamide (S)-tertbutyl-3-methylpiperazine-1-carboxylate C(C)(C)(C)OC(=O)N1C[C@@H](NCC1)C.ClC1=NN=C(S1)NC(CSC=1NC(C2=C(N1)N(N=C2)C2CCCCC2)=O)=O